C(C)(C)(C)N1CCC(CC1)N1C2=C(N(C(C1=O)=O)C)C=CC(=N2)C tert-Butyl-4-(1,6-dimethyl-2,3-dioxo-2,3-dihydropyrido[2,3-b]pyrazin-4(1H)-yl)piperidine